2-({[4-(Dimethylamino)butanoyl]oxy}methyl)-3-[(3-pentyloctanoyl)oxy]-2-{[(3-pentyloctanoyl)oxy]methyl}propyl (4Z)-hept-4-en-1-yl hexanedioate C(CCCCC(=O)OCCC\C=C/CC)(=O)OCC(COC(CC(CCCCC)CCCCC)=O)(COC(CC(CCCCC)CCCCC)=O)COC(CCCN(C)C)=O